FC1=CC2=C(NC(CCC2)=O)C=C1C(=O)NC1=CC(=CC=C1)C1=NN=CN1C(C)C 7-fluoro-N-(3-(4-isopropyl-4H-1,2,4-triazol-3-yl)phenyl)-2-oxo-2,3,4,5-tetrahydro-1H-benzo[b]azepine-8-carboxamide